2-((2S,4S)-1-acryloyl-4-(8-chloro-4-(3-(dimethylamino)azetidin-1-yl)-7-(2,5-dimethylphenyl)-6-fluoro-1H-imidazo[4,5-c]quinolin-1-yl)piperidin-2-yl)acetonitrile C(C=C)(=O)N1[C@@H](C[C@H](CC1)N1C=NC=2C(=NC=3C(=C(C(=CC3C21)Cl)C2=C(C=CC(=C2)C)C)F)N2CC(C2)N(C)C)CC#N